CN1C(CCC2=CC(=CC=C12)C(COC1=CC=C(C#N)C=C1)=O)=O 4-(2-(1-Methyl-2-oxo-1,2,3,4-tetrahydroquinolin-6-yl)-2-oxoethoxy)benzonitrile